C[C@@H](C(=O)OCC)CCC Ethyl (2R)-2-methylpentanoate